CN1CCC(CC1)NC(=O)C12CC3CC(CC(C1)C3)C2 Adamantane-1-carboxylic acid (1-methylpiperidin-4-yl)-amide